NC(C#N)(C)C=1SC=C(N1)CO[Si](C)(C)C(C)(C)C 2-Amino-2-(4-(((tert-butyldimethylsilyl)oxy)methyl)thiazol-2-yl)propanenitrile